C(C)OC1=CC=C(C=C1)C#CC#CC1=CC=C(C=C1)OCC 1,4-bis(4-ethoxyphenyl)but-1,3-diyne